N-(2-(4-((1R,4R)-5-ethyl-2,5-diazabicyclo[2.2.1]hept-ane-2-yl)piperidine-1-yl)-4-methoxy-5-((6-((R)-3-phenylisoxazolidine-2-yl)pyrimidine-4-yl)amino)phenyl)acrylamide C(C)N1[C@H]2CN([C@@H](C1)C2)C2CCN(CC2)C2=C(C=C(C(=C2)OC)NC2=NC=NC(=C2)N2OCC[C@@H]2C2=CC=CC=C2)NC(C=C)=O